N,N-dimethylaminopropyl-propylene CN(C)CCCC=CC